N1C=C(C2=CC=CC=C12)CCN1CCC(CC1)(COC)N(C(CCC)=O)C1=CC=CC=C1 N-(1-(2-(1H-indol-3-yl)ethyl)-4-(methoxymethyl)piperidin-4-yl)-N-phenylbutyramide